(R)-4-((3-acrylamidopiperidin-1-yl)methyl)-N-(4-(4-morpholino-1H-pyrrolo[3,2-c]pyridin-2-yl)phenyl)picolinamide C(C=C)(=O)N[C@H]1CN(CCC1)CC1=CC(=NC=C1)C(=O)NC1=CC=C(C=C1)C1=CC=2C(=NC=CC2N1)N1CCOCC1